Cl.C[C@H]1N(CCN(C1)C)C(=O)OC=1C=C2C(=NC=NC2=CC1OC)NC1=C(C(=CC=C1)Cl)F (R)-4-(3-chloro-2-fluorophenylamino)-7-methoxyquinazolin-6-yl 2,4-dimethylpiperazine-1-Carboxylate Hydrochloride